QUINAZOLINE-2-CARBALDEHYDE N1=C(N=CC2=CC=CC=C12)C=O